2,6-dimethyl-4-(5-methyl-2-piperidyl)Phenol CC1=C(C(=CC(=C1)C1NCC(CC1)C)C)O